(((3R,4S)-3-fluoro-2,2,6,6-tetramethylpiperidin-4-yl)oxy)-6-(3-(methoxymethoxy)-5-(4-methyl-1H-imidazol-1-yl)pyridin-2-yl)pyridazine F[C@@H]1C(NC(C[C@@H]1OC=1N=NC(=CC1)C1=NC=C(C=C1OCOC)N1C=NC(=C1)C)(C)C)(C)C